COC1=NC2=CC(=CC(=C2N=C1)C=1SC2=C(N1)C(=CC1=C2OC[C@H](O1)CN(C(O)=O)C=1C=NC(=CC1)C#N)C)C.N(=C=O)C1=CC=C(C=C1)C 4-Isocyanatophenyl-methan (R)-(2-(2-methoxy-7-methylquinoxalin-5-yl)-4-methyl-7,8-dihydro-[1,4]dioxino[2',3':3,4]benzo[1,2-d]thiazol-7-yl)methyl-(6-cyanopyridin-3-yl)carbamate